FC(F)C1=NN=C2N1C1=CC=C(C=C1C(=N2)N2CCCC1=C(C=CC=C21)C#CC2(CC2)C)F (difluoromethyl)-7-fluoro-5-(5-((1-methylcyclopropyl)ethynyl)-3,4-dihydroquinolin-1(2H)-yl)-[1,2,4]triazolo[4,3-a]quinazoline